ClC1=C(C=CC(=C1)F)C1=C(C=C(C=C1)C(=O)NC=1C=NC(=C(C1)Cl)N1N=CC=N1)C(F)(F)F 2'-chloro-N-(5-chloro-6-(2H-1,2,3-triazol-2-yl)pyridin-3-yl)-4'-fluoro-2-(trifluoromethyl)-[1,1'-biphenyl]-4-carboxamide